methoxyselenyl chloride CO[Se]Cl